(S)-2-(1-(3-ethoxy-4-methoxyphenyl)-2-(methylsulfonyl)ethyl)-4-(5-hydroxypent-1-yn-1-yl)isoindoline-1,3-dione C(C)OC=1C=C(C=CC1OC)[C@@H](CS(=O)(=O)C)N1C(C2=CC=CC(=C2C1=O)C#CCCCO)=O